NCN1C(C2=CC=C(C=C2C=N1)C=1C=NN(C1C1=CC=2C(=NON2)C=C1)C)=O (aminomethyl)-6-(5-(benzo[c][1,2,5]oxadiazol-5-yl)-1-methyl-1H-pyrazol-4-yl)phthalazin-1(2H)-one